Z-7-(3-isopropylbicyclo[1.1.1]pentan-1-yl)-5,5-dimethyl-7-oxohept-2-enenitrile C(C)(C)C12CC(C1)(C2)C(CC(C\C=C/C#N)(C)C)=O